(1r,4r)-4-methylcyclohexane-1-carbonyl chloride CC1CCC(CC1)C(=O)Cl